C(C1=CC=CC=C1)C12CN(CCC1=NN(C2=O)C)C([C@H](N)COCC2=CC=CC=C2)=O 3a-Benzyl-5-(O-benzyl-D-seryl)-2-methyl-2,3a,4,5,6,7-hexahydro-3H-pyrazolo[4,3-c]pyridin-3-one